FC1=C(C(=O)NC=2C(=NC(=CC2)OC)C)C=C(C=C1)C(F)(F)F 2-fluoro-N-(6-methoxy-2-methylpyridin-3-yl)-5-(trifluoromethyl)-benzamide